C1(CC1)C1=NC=2CCCCC2C(=N1)NC=1C(=NNC1)C(=O)NC1=CC=C(C=C1)N1CCNCC1 4-((2-cyclopropyl-5,6,7,8-tetrahydroquinazolin-4-yl)amino)-N-(4-(piperazin-1-yl)phenyl)-1H-pyrazole-3-carboxamide